4-((1-((2,4-Dichlorophenyl)sulfonyl)-3-(hydroxymethyl)azetidin-3-yl)methoxy)-2-ethoxybenzonitrile ClC1=C(C=CC(=C1)Cl)S(=O)(=O)N1CC(C1)(CO)COC1=CC(=C(C#N)C=C1)OCC